[1-[1-[3-fluoro-5-[[(3S,4R)-3-hydroxy-2,2-dimethyl-chroman-4-yl]carbamoyl]phenyl]-3-methoxy-propyl]-4,4-dimethyl-6-oxo-hexahydropyrimidin-2-ylidene]ammonium FC=1C=C(C=C(C1)C(N[C@H]1[C@@H](C(OC2=CC=CC=C12)(C)C)O)=O)C(CCOC)N1C(NC(CC1=O)(C)C)=[NH2+]